2-(3-bromophenyl)pyridine BrC=1C=C(C=CC1)C1=NC=CC=C1